5-(Benzyloxy)-1-(4-Chlorobenzyl)-2-(2,5-Dihydroxyphenyl)-1H-benzo[d]imidazole C(C1=CC=CC=C1)OC1=CC2=C(N(C(=N2)C2=C(C=CC(=C2)O)O)CC2=CC=C(C=C2)Cl)C=C1